NC([C@H](CCSCCCC)NC(OC(C)(C)C)=O)=O (S)-tert-butyl (1-amino-4-(butylthio)-1-oxobutan-2-yl)carbamate